(S)-2-(3-(dimethylamino)pyrrolidin-1-yl)-4-ethoxypyrimidine-5-carboxylic acid CN([C@@H]1CN(CC1)C1=NC=C(C(=N1)OCC)C(=O)O)C